2-((3'-ethoxy-5-hydroxy-4'-(7-oxo-6,7-dihydro-3H-[1,2,3]triazolo[4,5-d]pyrimidin-5-yl)-[1,1'-biphenyl]-3-yl)oxy)butyric acid C(C)OC=1C=C(C=CC1C=1NC(C2=C(N1)NN=N2)=O)C2=CC(=CC(=C2)O)OC(C(=O)O)CC